butyl (R)-3-(ethoxymethyl)-3-(2-(5-methylthiophen-3-yl)ethyl)pyrrolidine-1-carboxylate C(C)OC[C@]1(CN(CC1)C(=O)OCCCC)CCC1=CSC(=C1)C